BrC1=C(C=C2C(=NC(=NC2=C1F)F)N1CC=2N(CCC1)N=C(C2Cl)C(=O)N(C)C)Cl 5-(7-bromo-6-chloro-2,8-difluoro-quinazolin-4-yl)-3-chloro-N,N-dimethyl-4,6,7,8-tetrahydropyrazolo[1,5-a][1,4]diazepine-2-carboxamide